aminomethylphenyl-phosphinic acid NCP(O)(=O)C1=CC=CC=C1